ClC=1C=C(CC2(CC2)C(=O)N[C@@H]2[C@H](CNCC2)F)C=CC1 1-(3-chlorobenzyl)-N-((3S,4S)-3-fluoropiperidin-4-yl)cyclopropane-1-carboxamide